Docosanoic acid, methyl ester C(CCCCCCCCCCCCCCCCCCCCC)(=O)OC